BrC1=CC(=C(C=C1)S(=O)(=O)NCC1=CC=C(C=C1)OC)CCO 4-bromo-2-(2-hydroxyethyl)-N-[(4-methoxyphenyl)methyl]benzene-1-sulfonamide